CNCC=1N=NN(C1)C N-methyl-1-(1-methyl-1H-1,2,3-triazol-4-yl)methanamine